2-amino-6-chloro-4-(difluoromethyl)nicotinonitrile NC1=C(C#N)C(=CC(=N1)Cl)C(F)F